3-(3-fluoropropyl)-2-(4-methoxyphenyl)-2,3-dihydrobenzo[d]thiazol-3-ium chloride [Cl-].FCCC[NH+]1C(SC2=C1C=CC=C2)C2=CC=C(C=C2)OC